C1(=CC=C(C=C1)N(C1=CC=C(C=C1)P(OC(C)C)(OC(C)C)=O)C1=CC=C(C=C1)C)C Diisopropyl (4-(di-p-tolylamino)phenyl)phosphonate